C(C1=CC=CC=C1)N(C(=O)N[C@@H](CC(C)C)C(=O)OC(C)(C)C)N1C(C2=CC=CC=C2C1=O)=O tert-butyl (benzyl(1,3-dioxoisoindolin-2-yl)carbamoyl)leucinate